3-(5-chloro-2H-benzotriazol-2-yl)-5-(1,1-dimethylethyl)-4-hydroxyphenylmethyl propionate C(CC)(=O)OCC1=CC(=C(C(=C1)C(C)(C)C)O)N1N=C2C(=N1)C=CC(=C2)Cl